2-(2-oxo-3,4,5,6-tetrahydro-1H-1-benzazocine-3-yl)isoindoline-1,3-dione O=C1NC2=C(CCCC1N1C(C3=CC=CC=C3C1=O)=O)C=CC=C2